7-bromo-1-isopropyl-5-(methoxycarbonyl)indoline-2-carboxylic acid BrC=1C=C(C=C2CC(N(C12)C(C)C)C(=O)O)C(=O)OC